N1C=NC2=C1C=CC(=C2)NC(CN)C2=CC=C(C=C2)C2=NOC(=N2)C2CC2 N1-(1H-benzoimidazol-5-yl)-1-[4-(5-cyclopropyl-1,2,4-oxadiazol-3-yl)phenyl]ethane-1,2-diamine